C1(CCCCCC1)NC(COC1=CC=C2C=CC(=CC2=C1)C(CC(=O)OC)C1=CC=C(C=C1)OC)=O Methyl 3-(7-(2-(cycloheptylamino)-2-oxoethoxy)naphthalen-2-yl)-3-(4-methoxyphenyl)propanoate